4-(2-hydroxycyclopentyl)-6-(4-((2-methoxybenzoylamino)methyl)phenyl)-1H-indazole-7-carboxamide OC1C(CCC1)C1=C2C=NNC2=C(C(=C1)C1=CC=C(C=C1)CNC(C1=C(C=CC=C1)OC)=O)C(=O)N